6-(3-deuterio-7,8-dimethyl-[1,2,4]triazolo[4,3-b]pyridazin-6-yl)-N-(2,3,5-trifluorophenyl)-7,8-dihydro-5H-1,6-naphthyridin-3-amine [2H]C1=NN=C2N1N=C(C(=C2C)C)N2CC=1C=C(C=NC1CC2)NC2=C(C(=CC(=C2)F)F)F